2'-(2-phenylquinolin-7-yl)-5',6'-dihydro-4'H-spiro[cyclobutane-1,7'-pyrazolo[1,5-a]pyrimidine]-3'-carboxamide C1(=CC=CC=C1)C1=NC2=CC(=CC=C2C=C1)C1=NN2C(NCCC23CCC3)=C1C(=O)N